pyrroloindol N1=CC=C2C=CC=3C(=C12)C=CN3